2-(3,5-dichloro-4-((2-(4-chloro-3,5-dimethylphenyl)-4-methylquinolin-6-yl)oxy)phenyl)-3,5-dioxo-2,3,4,5-tetrahydro-1,2,4-triazine-6-carbonitrile ClC=1C=C(C=C(C1OC=1C=C2C(=CC(=NC2=CC1)C1=CC(=C(C(=C1)C)Cl)C)C)Cl)N1N=C(C(NC1=O)=O)C#N